FC=1C=C(C(=C(C(=O)O)C1)OC)COCCOC 5-fluoro-2-methoxy-3-(2-methoxyethoxymethyl)benzoic acid